N-(3-(3-amino-4-(1-oxo-1,2,3,4-tetrahydroisoquinolin-6-yl)-1H-pyrazol-1-yl)phenyl)acrylamide ethyl-(S)-2-amino-4-phenylbutanoate hydrochloride Cl.C(C)OC([C@H](CCC1=CC=CC=C1)N)=O.NC1=NN(C=C1C=1C=C2CCNC(C2=CC1)=O)C=1C=C(C=CC1)NC(C=C)=O